1-[5-(difluoromethyl)-1,3,4-thiadiazol-2-yl]-3-ethyl-4-{4-[(1-methoxycyclopropyl)carbonyl]-1-piperazinyl}-6-(3-methyl-3-oxetanylaminosulfonyl)-1,3-dihydro-2H-1,3-benzimidazol-2-one FC(C1=NN=C(S1)N1C(N(C2=C1C=C(C=C2N2CCN(CC2)C(=O)C2(CC2)OC)S(=O)(=O)NC2(COC2)C)CC)=O)F